ethyl 5-[tert-butoxycarbonyl(methyl)amino]-3-cyano-4,5,6,7-tetrahydro-2-benzothiophene-1-carboxylate C(C)(C)(C)OC(=O)N(C1CC=2C(=C(SC2C#N)C(=O)OCC)CC1)C